C(C)(C)(C)C1=CC(=C(C=C1)C=1C=C2CCN(C(C2=CC1)=O)C=1C=CC(=C(C1)NS(=O)(=O)C)OCOCCOC)C=1COCCC1 N-(5-(6-(4-(tert-butyl)-2-(5,6-dihydro-2H-pyran-3-yl)phenyl)-1-oxo-3,4-dihydroisoquinolin-2(1H)-yl)-2-((2-methoxyethoxy)methoxy)phenyl)methanesulfonamide